(R)-methyl 2-(3-(5-(trifluoromethyl)pyridin-2-yloxy)pyrrolidin-1-yl)benzoate FC(C=1C=CC(=NC1)O[C@H]1CN(CC1)C1=C(C(=O)OC)C=CC=C1)(F)F